FC=1C=C(C=CC1C)[C@@]1(CN(CC1)C(=O)C1=NN(C2=CC=C(C=C12)C)CC(C)(C)O)C1=NC=NS1 (S)-(3-(3-fluoro-4-methylphenyl)-3-(1,2,4-thiadiazol-5-yl)pyrrolidin-1-yl)(1-(2-hydroxy-2-methylpropyl)-5-methyl-1H-indazol-3-yl)methanone